3-(4-fluorophenoxy)aniline ethyl-2-(N-(4-((1-(3,3-difluorocyclobutyl)-2-oxo-1,2-dihydropyridin-3-yl)carbamoyl)-3-fluoro-5-(6-azaspiro[2.5]octan-6-yl)phenyl)sulfamoyl)acetate C(C)OC(CS(NC1=CC(=C(C(=C1)N1CCC2(CC2)CC1)C(NC=1C(N(C=CC1)C1CC(C1)(F)F)=O)=O)F)(=O)=O)=O.FC1=CC=C(OC=2C=C(N)C=CC2)C=C1